SCC=1NC2=C(N1)C=CC=C2 2-mercaptomethylbenzimidazole